C(C)(=O)C=1C=CC(=C(C1)CSCCC(=O)O)OC 3-([(5-ACETYL-2-METHOXYPHENYL)METHYL]SULFANYL)PROPANOIC ACID